FC(CC)(F)F (S)-1,1,1-trifluoropropan